N,N-bis(cis-4-tert-amylcyclohexyl)-5-(cis-4-tert-amylcyclohexylcarbonylamino)-isophthalamide C(C)(C)(CC)[C@H]1CC[C@H](CC1)N(C(C1=CC(C(=O)N)=CC(=C1)NC(=O)[C@@H]1CC[C@@H](CC1)C(C)(C)CC)=O)[C@@H]1CC[C@@H](CC1)C(C)(C)CC